3-((2-Chloro-5-nitrophenyl)ethynyl)-3-fluorooxetane ClC1=C(C=C(C=C1)[N+](=O)[O-])C#CC1(COC1)F